5,7-Dimethyltricosane CC(CCCC)CC(CCCCCCCCCCCCCCCC)C